2-bromo-2'-hydroxyacetophenone BrCC(=O)C1=C(C=CC=C1)O